FC1=C(OC2=CC=3N(C=C2C=2C4=C(C(N(C2)C)=O)CN(C4)C)C(=CN3)S(=O)(=O)CC)C=CC(=C1)F 7-(7-(2,4-difluorophenoxy)-3-(ethylsulfonyl)imidazo[1,2-a]pyridin-6-yl)-2,5-dimethyl-1,5-dihydro-4H-pyrrolo[4,3-c]pyridin-4-one